C(C)N(CCCNC(=O)C=1C=C2C(=NC1)N1C(S2)=NC(=C1)C1=CC=C(C=C1)C(NC)=O)CC N-(3-(diethylamino)propyl)-2-(4-(methylcarbamoyl)phenyl)imidazo[2',1':2,3]thiazolo[4,5-b]pyridine-7-carboxamide